FC=1C=CC2=C(CCO2)C1CNC1=NC=C(C=2C1=CN=NC2)C2=C(C=C(C=C2)CNC)C N-((5-fluoro-2,3-dihydrobenzofuran-4-yl)methyl)-8-(2-methyl-4-((methylamino)methyl)phenyl)pyrido[3,4-d]pyridazin-5-amine